1-(3-chloro-5'-fluoro-2'-hydroxy-3'-(2-(piperazin-1-yl)pyridin-4-yl)-[1,1'-biphenyl]-4-yl)pyridin-2(1H)-one ClC=1C=C(C=CC1N1C(C=CC=C1)=O)C1=C(C(=CC(=C1)F)C1=CC(=NC=C1)N1CCNCC1)O